dichloromonofluorobenzene ClC=1C(=C(C=CC1)F)Cl